4-bromo-5-(((tert-butyldimethylsilyl)oxy)methyl)-2-(1-ethyl-3-methyl-1H-pyrazol-5-yl)thiazole BrC=1N=C(SC1CO[Si](C)(C)C(C)(C)C)C1=CC(=NN1CC)C